N-(3,5-dimethyladamantan-1-yl)-N'-(3-morpholinopropyl)malonic acid diamide CC12CC3(CC(CC(C1)(C3)C)C2)NC(CC(=O)NCCCN2CCOCC2)=O